7-Isopropoxy-3-methyl-5-(methylsulfanyl)-3H-[1,2,3]triazolo[4,5-d]pyrimidine C(C)(C)OC=1C2=C(N=C(N1)SC)N(N=N2)C